ClC1=C(N(C(C2=C(C=CC=C12)C(=O)NCC1CC1)=O)C1=CC=CC=C1)[C@H](C)NC=1C2=C(N=CN1)NC=CC2=O (S)-4-chloro-N-(cyclopropylmethyl)-1-oxo-3-(1-((5-oxo-5,8-dihydropyrido[2,3-d]pyrimidin-4-yl)amino)ethyl)-2-phenyl-1,2-dihydroisoquinoline-8-carboxamide